[I-].[Si](C)(C)(C(C)(C)C)OCCCCCCCCCCC[P+](C1=CC=CC=C1)(C1=CC=CC=C1)C1=CC=CC=C1 (11-((tert-butyldimethylsilyl)oxy)undecyl)triphenylphosphonium iodide